Cl.FC1=CC=C(C=C1)C1=NN2C([C@H](NCC2)C)=C1C1=CC=NC=C1 |r| (RS)-2-(4-fluorophenyl)-4-methyl-3-(pyridin-4-yl)-4,5,6,7-tetrahydropyrazolo[1,5-a]pyrazine hydrogen chloride